5-bromo-7-fluoro-3-iodo-2-methyl-indazole BrC1=CC2=C(N(N=C2C(=C1)F)C)I